FC=1C=CC2=C(CCO2)C1CNC1=NC=C(C=2N1C=C(N2)C#N)C=2C(=NC=CC2)CO 5-(((5-fluoro-2,3-dihydrobenzofuran-4-yl)methyl)amino)-8-(2-(hydroxymethyl)pyridin-3-yl)imidazo[1,2-c]pyrimidine-2-carbonitrile